ClC=1C=C(C=CC1F)NC1=C2C=C(NC2=C(C=C1)OC)C(=O)OCC Ethyl 4-((3-chloro-4-fluorophenyl) amino)-7-methoxy-1H-indole-2-carboxylate